tert-butyl (S)-4-((tert-butylsulfinyl) imino)-3,3-dimethyl-1-oxa-8-azaspiro[4.5]decane-8-carboxylate C(C)(C)(C)[S@](=O)N=C1C(COC12CCN(CC2)C(=O)OC(C)(C)C)(C)C